ClC=1C2=CN(N=C2C=CC1C1=NNC2=NC(=CN=C21)N2C[C@H]1C([C@H]1C2)(C=2SC=C(N2)C)CNC)C 1-((1R,5S,6r)-3-(3-(4-chloro-2-methyl-2H-indazol-5-yl)-1H-pyrazolo[3,4-b]pyrazin-6-yl)-6-(4-methylthiazol-2-yl)-3-azabicyclo[3.1.0]hexan-6-yl)-N-methylmethanamine